[2-(4-fluorophenyl)-1,3-dioxolan-2-yl]acetic acid FC1=CC=C(C=C1)C1(OCCO1)CC(=O)O